N-[7-(1,5-dimethyl-6-oxopyridin-3-yl)-2-propyl-2,3-dihydro-1-benzofuran-5-yl]ethanesulfonamide CN1C=C(C=C(C1=O)C)C1=CC(=CC=2CC(OC21)CCC)NS(=O)(=O)CC